FC=1C=C(CSC=2N(C(C3=C(N2)N(N=C3)C)=O)C3=CC=C(C=C3)OC)C=CC1 6-((3-fluorobenzyl)thio)-5-(4-methoxyphenyl)-1-methyl-1H-pyrazolo[3,4-d]pyrimidin-4(5H)-one